C(C)OC(C1=C(N=C(C=C1)C=1C=NC2=CC=CC=C2C1)C)=O 2-methyl-6-(quinolin-3-yl)nicotinic acid ethyl ester